N-[4-[4-(5-Ethynyl-2-pyridyl)piperazin-1-yl]phenyl]-4-methoxybenzamid C(#C)C=1C=CC(=NC1)N1CCN(CC1)C1=CC=C(C=C1)NC(C1=CC=C(C=C1)OC)=O